3-(7-((R)-1-(3-((1r,4s)-4-(3-bromo-2-methylphenoxy)cyclohexyl)propyl)pyrrolidin-3-yl)-1-methyl-1H-indazol-3-yl)piperidine-2,6-dione BrC=1C(=C(OC2CCC(CC2)CCCN2C[C@H](CC2)C=2C=CC=C3C(=NN(C23)C)C2C(NC(CC2)=O)=O)C=CC1)C